C1(CC1)CNC(C)(C)C1=CC(=NC(=C1)Cl)Cl N-(Cyclopropylmethyl)-2-(2,6-dichloropyridin-4-yl)propan-2-amine